eicosanyl-dimethyl-benzyl-ammonium chloride [Cl-].C(CCCCCCCCCCCCCCCCCCC)[N+](CC1=CC=CC=C1)(C)C